6-(3-(azetidin-1-yl)phenyl)-2-(4-(hydroxymethyl)-3-methoxyphenyl)-5,7-dimethyl-2,6-dihydro-1H-pyrrolo[3,4-d]pyridazin-1-one N1(CCC1)C=1C=C(C=CC1)N1C(=C2C(N(N=CC2=C1C)C1=CC(=C(C=C1)CO)OC)=O)C